C(CC)NC1=NC(=NC(=N1)NCCC)NCC#C N-Propyl-N'-propyl-N''-prop-2-ynyl-[1,3,5]triazine-2,4,6-triamine